(R)-N-((R)-2-(difluoromethoxy)-1-(3-(difluoromethoxy)phenyl)ethyl)-3-(1-ethylcyclopropyl)-3-hydroxypropanamide FC(OC[C@@H](C1=CC(=CC=C1)OC(F)F)NC(C[C@@H](O)C1(CC1)CC)=O)F